Cl.N[C@H](C)C1=CC=C(C=C1)C1=C(C=C(C=2NC(C3=CC=CC=C3C12)=O)Cl)O (R)-1-(4-(1-aminoethyl)phenyl)-4-chloro-2-hydroxy-6(5H)-phenanthridinone hydrochloride